2-(TRIFLUOROMETHOXY)PYRAZINE-6-BORONIC ACID FC(OC1=NC(=CN=C1)B(O)O)(F)F